(pentamethylcyclopentadienyl)(fluorenyl)zirconium diiodide [I-].[I-].CC1=C(C(=C(C1(C)[Zr+2]C1=CC=CC=2C3=CC=CC=C3CC12)C)C)C